4-Ethyl-6-({[5-(3-methoxyphenyl)-1,3-oxazol-2-yl]methyl}sulfanyl)-1,3,5-triazin-2-amin C(C)C1=NC(=NC(=N1)SCC=1OC(=CN1)C1=CC(=CC=C1)OC)N